1-{[(2s,3r,4s)-4-fluoro-3-methyl-5-oxopyrrolidin-2-yl]methoxy}-7-methoxyisoquinoline-6-carboxamide F[C@H]1[C@@H]([C@H](NC1=O)COC1=NC=CC2=CC(=C(C=C12)OC)C(=O)N)C